FC(C1=CC=C(C=C1)NC1=C(C=CC=C1)C1=NN=C(O1)CC1(CC1)C#N)(F)F 1-((5-(2-((4-(trifluoromethyl)phenyl)amino)phenyl)-1,3,4-oxadiazol-2-yl)methyl)cyclopropane-1-carbonitrile